O1C(OCCC1)C[C@H]1CC[C@H](CC1)N Cis-4-((1,3-Dioxan-2-Yl)Methyl)Cyclohexan-1-Amine